FC(C1=NN=C(S1)C1=CN=C2N1C=C(C=C2N2C[C@@H](OCC2)C(=O)N2CC(C2)OC)S(=O)(=O)NC2(CC2)C)F (R)-3-(5-(difluoromethyl)-1,3,4-thiadiazol-2-yl)-8-(2-(3-methoxyazetidine-1-carbonyl)morpholino)-N-(1-methylcyclopropyl)imidazo[1,2-a]pyridine-6-sulfonamide